BrC=1C=NN2C1N=C(C=C2)C2=CC(N(C=C2)CCC(C)C)=O 4-(3-bromopyrazolo[1,5-a]pyrimidin-5-yl)-1-isopentylpyridin-2(1H)-one